C(#N)C1=CC=C(CCN[C@@H](C)C(=O)C2=CNC3=CC(=CC=C23)C(=O)NCC)C=C1 |r| (S)- and (R)-3-((4-cyanophenethyl)alanyl)-N-ethyl-1H-indole-6-carboxamide